CC=1N=C2N(N=C(C(=C2)C)N2CC=3C=C(C=NC3CC2)C(F)(F)F)C(C1)=O 2,8-dimethyl-7-(3-(trifluoromethyl)-7,8-dihydro-1,6-naphthyridin-6(5H)-yl)-4H-pyrimido[1,2-b]pyridazin-4-one